C(C(O)C)(=O)[O-].C(C(O)C)(=O)[O-].[Cu+2] Cupric Dilactate